C(C)(C)(C)OC(=O)NC1=C(N=C(S1)C1CC1)C(=O)OC methyl 5-{[(tert-butoxy)carbonyl]amino}-2-cyclopropyl-1,3-thiazole-4-carboxylate